CC1=CC=C(CNC2CCCCC2)C=C1 N-(4-methylbenzyl)cyclohexylamine